3-bromo-1-chloro-2-fluoro-4-isopropoxy-5-(prop-1-en-2-yl)benzene tert-butyl-10-((((1H-imidazol-2-yl)methyl)amino)methyl)-7-azaspiro[4.5]decane-7-carboxylate C(C)(C)(C)OC(=O)N1CC2(CCCC2)C(CC1)CNCC=1NC=CN1.BrC=1C(=C(C=C(C1OC(C)C)C(=C)C)Cl)F